4-chloro-5-(pyridazin-1-yl)-2-(tetrahydropyran-2-yl)pyridazine-3-one ClC=1C(N(N=CC1N1NC=CC=C1)C1OCCCC1)=O